Calcium (7-{4-[4-(benzo[b]thiophen-4-yl)piperazin-1-yl]butoxy}quinolin-2-yloxy)methyl phosphate P(=O)(OCOC1=NC2=CC(=CC=C2C=C1)OCCCCN1CCN(CC1)C1=CC=CC=2SC=CC21)([O-])[O-].[Ca+2]